C1(=CC=CC=C1)S(=O)(=O)CC=1C=NC=CC1 3-((benzenesulfonyl)methyl)pyridine